OCCN(C(=O)C1=CC=C(CN2CCC(CC2)C(=O)N)C=C1)C 1-(4-((2-hydroxyethyl)(methyl)carbamoyl)benzyl)piperidine-4-carboxamide